Phenyl(thiophen-2-yl)methanone C1(=CC=CC=C1)C(=O)C=1SC=CC1